methyl-N-acetonyl-N-[2-hydroxy-2-(2-methyl-4-pyridyl)ethyl]-4-methyl-benzenesulfonamide CC1=C(C=CC(=C1)C)S(=O)(=O)N(CC(C1=CC(=NC=C1)C)O)CC(=O)C